BrC1=CC=C(C=C1)C=1OC=2N=C3N(C(C2N1)=O)CCCC3 2-(4-bromophenyl)-5,6,7,8-tetrahydro-10H-oxazolo[5,4-d]pyrido[1,2-a]pyrimidin-10-one